3-(1-benzyl-1H-indol-5-yl)-N-(2-hydroxyethyl)benzamide C(C1=CC=CC=C1)N1C=CC2=CC(=CC=C12)C=1C=C(C(=O)NCCO)C=CC1